2-(methylsulfonyloxymethyl)azetidine-1-carboxylic acid tert-butyl ester C(C)(C)(C)OC(=O)N1C(CC1)COS(=O)(=O)C